(R)-N-(3-(5-fluoro-2-((2-fluoro-3-(methyl-sulfonyl)phenyl)amino)pyrimidin-4-yl)-1H-indol-7-yl)-2-(4-methylpiperazin-1-yl)butanamide FC=1C(=NC(=NC1)NC1=C(C(=CC=C1)S(=O)(=O)C)F)C1=CNC2=C(C=CC=C12)NC([C@@H](CC)N1CCN(CC1)C)=O